ClC1=CC=C(C(=O)N2CCN(CC2)S(=O)(=O)N2[C@@H]([C@@H]3CC[C@H](C2)N3C(=O)OCCOC)C(=O)OCC)C=C1 2-ethyl 8-(2-methoxyethyl) (1s,2s,5r)-3-((4-(4-chlorobenzoyl) piperazin-1-yl) sulfonyl)-3,8-diazabicyclo[3.2.1]octane-2,8-dicarboxylate